F[C@@H]1CN(C[C@H]1NC)C=1C=C2C=CC(=NC2=NC1)C1=CC2=CN(N=C2C(=C1O)C)C 5-{6-[(3R,4R)-3-fluoro-4-(methylamino)pyrrolidin-1-yl]-1,8-naphthyridin-2-yl}-2,7-dimethylindazol-6-ol